2-(1H-pyrazol-4-yl)quinoxaline N1N=CC(=C1)C1=NC2=CC=CC=C2N=C1